FC1(CC(C(C1)(C)CN1N=C(C(=C1C(=O)NC1=CC(=NC=C1)S(=O)(=N)C)C)C(C)(F)F)C)F 1-((4,4-difluoro-1,2-dimethylcyclopentyl)methyl)-3-(1,1-difluoroethyl)-4-methyl-N-(2-(S-methylsulfonimidoyl)pyridin-4-yl)-1H-pyrazole-5-carboxamide